5-Fluoro-2-(piperidin-4-ylmethoxy)benzonitrile FC=1C=CC(=C(C#N)C1)OCC1CCNCC1